C(C)(C)OC1=NC(=NC=C1)NCC1=C(C=NN1C)C1=NC=C(C(=N1)C)OC1CCCCC1 (1S,3S)-3-((2-(5-(((4-Isopropoxypyrimidin-2-yl)amino)methyl)-1-methyl-1H-pyrazol-4-yl)-4-methylpyrimidin-5-yl)oxy)cyclohexan